COC1=C2C(=NC(N(C2=CC(=C1OC)OC)C1=CC=CC=C1)CC)N 5,6,7-trimethoxy-N-phenyl(ethyl)-4-aminoquinazoline